(S)-1-(2,6-difluoro-4-(2-morpholinoethoxy)benzyl)-3,4-dimethyl-2-oxo-N-(2,4,6-trifluorobenzyl)-1,2,3,4-tetrahydroquinazoline-7-carboxamide FC1=C(CN2C(N([C@H](C3=CC=C(C=C23)C(=O)NCC2=C(C=C(C=C2F)F)F)C)C)=O)C(=CC(=C1)OCCN1CCOCC1)F